2-[1-[3-(5-hydroxypyrazin-2-yl)pyrazin-2-yl]ethyl]isoindoline-1,3-dione OC=1N=CC(=NC1)C=1C(=NC=CN1)C(C)N1C(C2=CC=CC=C2C1=O)=O